2-methylbutyl-(7Z)-9,9-diethoxy-7-nonenoic acid CC(CC(C(=O)O)CCCC\C=C/C(OCC)OCC)CC